ClC1=C(C2=C(C=N1)C=NN2CC(C)(F)F)OC 6-Chloro-1-(2,2-difluoropropyl)-7-methoxy-1H-pyrazolo[4,3-c]pyridine